BrC=1N=C2C(=NC(=NN2C1)NCC=1OC=CC1)N(CC1=CC=C(C=C1)OC)CC1=CC=C(C=C1)OC bromo-N2-(furan-2-ylmethyl)-N4,N4-bis(4-methoxybenzyl)imidazo[2,1-f][1,2,4]triazine-2,4-diamine